8-Ethyl-3-indan-2-yloxy-6-(3-oxa-7-azabicyclo[3.3.1]nonane-7-carbonyl)pyrido[2,3-c]pyridazin-5-one C(C)N1C=C(C(C2=C1N=NC(=C2)OC2CC1=CC=CC=C1C2)=O)C(=O)N2CC1COCC(C2)C1